C(#C)[C@@H]1N([C@H](C[C@H]1COS(=O)(=O)C1=CC=C(C=C1)C(F)(F)F)C(NC1=NC=CC=C1)=O)C(=O)OC(C)(C)C tert-Butyl (2R,3R,5R)-2-ethynyl-5-(pyridin-2-ylcarbamoyl)-3-((((4-(trifluoromethyl)phenyl)sulfonyl)oxy)methyl)pyrrolidine-1-carboxylate